ClC1=CC=C2C=CN(C2=C1OC1CC1)C1=NC=C(C(=N1)OC)OCCF 6-chloro-7-(cyclopropoxy)-N-[5-(2-fluoroethoxy)-4-methoxy-pyrimidin-2-yl]-1H-indole